3,3-dimethyl-4-((2-oxo-4-chloropyridin-1(2H)-yl)methyl)piperidine-1-carboxylic acid tert-butyl ester C(C)(C)(C)OC(=O)N1CC(C(CC1)CN1C(C=C(C=C1)Cl)=O)(C)C